OC1=C(C=CC=C1)C1=NC=NC=N1 2-(2'-Hydroxyphenyl)-1,3,5-triazin